(R)-((2R,5R)-5-(4-chlorobenzyl)pyrrolidin-2-yl)(5-fluoropyridin-3-yl)methanol dihydrochloride Cl.Cl.ClC1=CC=C(C[C@H]2CC[C@@H](N2)[C@H](O)C=2C=NC=C(C2)F)C=C1